3-(3-(2,2-dimethyl-2,3-dihydropyrido[3,2-f][1,4]oxazepin-4(5H)-yl)-2,3-dihydro-1H-inden-5-yl)-3-(4-fluoro-2-methylphenyl)propanoic acid, formic acid salt C(=O)O.CC1(OC2=C(CN(C1)C1CCC3=CC=C(C=C13)C(CC(=O)O)C1=C(C=C(C=C1)F)C)C=CC=N2)C